3,3-di(9H-carbazol-9-yl)biphenyl methyl-1-(3-(1-methoxyprop-1-en-2-yl)phenyl)cyclobutane-1-carboxylate COC(=O)C1(CCC1)C1=CC(=CC=C1)C(=COC)C.C1=CC=CC=2C3=CC=CC=C3N(C12)C1(CC(=CC=C1)C1=CC=CC=C1)N1C2=CC=CC=C2C=2C=CC=CC12